2-[(4-{3-[(4-cyano-2-fluorophenyl)methoxy]-1H-pyrazol-1-yl}piperidin-1-yl)methyl]-1-[(1-ethyl-1H-imidazol-5-yl)methyl]-1H-benzimidazole-6-carboxylic acid, ammonium salt [NH4+].C(#N)C1=CC(=C(C=C1)COC1=NN(C=C1)C1CCN(CC1)CC1=NC2=C(N1CC1=CN=CN1CC)C=C(C=C2)C(=O)[O-])F